NC1CCC(CC1)N(C(OC(C)(C)C)=O)C tert-butyl ((1s,4s)-4-aminocyclohexyl)(methyl)carbamate